CC(C)[C@@H](C)C=C[C@@H](C)[C@H]1CC[C@H]2C3=CCC4=CCCC[C@]4(C)[C@H]3CC[C@]12C ergosta-4,7,22-triene